C(N)(O[C@H]1[C@H](N(CCC1)C(C)(C)C)C(F)F)=O |r| rac-tert-butyl-((2S,3R)-2-(difluoromethyl) piperidin-3-yl) carbamate